(1S,3S)-3-((6-(5-((((2-cyclopropyl-ethyl)(methyl)carbamoyl)oxy)methyl)-1-methyl-1H-pyrazol-4-yl)-2-methylpyridin-3-yl)oxy)cyclohexane-1-carboxylic acid C1(CC1)CCN(C(=O)OCC1=C(C=NN1C)C1=CC=C(C(=N1)C)O[C@@H]1C[C@H](CCC1)C(=O)O)C